C(C)(C)(C)OC(=O)C1=CC(=NC=2N1N=C(C2C#N)NCC2=CC(=CC=C2)C)N[C@@H]2CN(CCC2)C(=O)OC(C)(C)C tert-butyl (S)-3-(7-(tert-butoxycarbonyl)(3-methylbenzyl)amino-3-cyanopyrazolo[1,5-a]pyrimidin-5-yl)aminopiperidine-1-carboxylate